Potassium Hydroxystearate CCCCCCC(CCCCCCCCCCC(=O)[O-])O.[K+]